dodecenyl-(dodecynyl)succinic anhydride C(=CCCCCCCCCCC)C1(C(=O)OC(C1)=O)C#CCCCCCCCCCC